(4-(quinoline-8-yl)phenyl)boric acid N1=CC=CC2=CC=CC(=C12)C1=CC=C(C=C1)OB(O)O